OC(C(=O)N)(C)C 2-hydroxyl-2-methylpropionamide